FC1(CCN(CC1)S(=O)(=O)C=1C=NC(=CC1C1=C(C=CC=C1)C)OC)C(=O)N[C@@H](C)\C=C/S(=O)(=O)C (S,Z)-4-fluoro-1-((6-methoxy-4-(o-tolyl)pyridin-3-yl)sulfonyl)-N-(4-(methylsulfonyl)but-3-en-2-yl)piperidine-4-carboxamide